C(C)(=O)OCCC(CCCCC)O 3-hydroxy-octanyl acetate